(1-(piperidin-4-ylmethyl) piperidin-4-yl) carbamate C(N)(OC1CCN(CC1)CC1CCNCC1)=O